C1(C=CC2=CC=CC=C12)[V]C1C=CC2=CC=CC=C12 bisindenyl-vanadium